C(C)(C)(C)OC(=O)N1C[C@H](CC1)CCOS(=O)(=O)C1=CC=C(C=C1)C (3R)-3-[2-(p-tolylsulfonyloxy)ethyl]pyrrolidine-1-carboxylic acid tert-butyl ester